2-methyl-6-(methylcarbamoyl)-3',6'-dihydro-[3,4'-bipyridine]-1'(2'H)-carboxylic acid tert-butyl ester C(C)(C)(C)OC(=O)N1CCC(=CC1)C=1C(=NC(=CC1)C(NC)=O)C